FC1=CC=C(C=C1)C1(CCNCC1)NS(=O)(=O)C1=CC=C(C=C1)OC(C)C N-(4-(4-fluorophenyl)piperidin-4-yl)-4-isopropoxybenzenesulfonamide